1,10-dibromobenzonaphthalene BrC1=CC=CC2=CC=C3C(=C12)C(=CC=C3)Br